N1=C(C=CC=C1)C1=CC=C(C=C1C1=CC=CC=C1)C1=CC=CC=C1 6'-(pyridin-2-yl)-[1,1':3',1''-terphenyl]